3-Chloro-1-isopropyl-4-((4-(trifluoromethyl)thiazol-2-yl)oxy)-1H-pyrazole-5-carboxylic acid ClC1=NN(C(=C1OC=1SC=C(N1)C(F)(F)F)C(=O)O)C(C)C